O.O.O.C(CN)N.C(CN)N.C(CN)N tri(ethylenediamine) trihydrate